N-phenylethane-1-sulfonamide C1(=CC=CC=C1)NS(=O)(=O)CC